C(N)(OC1=CC=C(C=C1)C1=CC=C(C=C1)N1CCN(CC1)C1=CC=C(C=C1)N)=O 4-(4-(4-(4-aminophenyl) piperazin-1-yl) phenyl)-phenyl carbamate